CNCC1=C(C(=CC=C1)C=1C=C2C(=CN1)NN=C2C=2C=NN(C2)C)C N-Methyl-1-(2-methyl-3-(3-(1-methyl-1H-pyrazol-4-yl)-1H-pyrazolo[3,4-c]pyridin-5-yl)phenyl)methanamine